N1=C(N=C(N=C1NC=1C=C(C=CC1)O)NC=1C=C(C=CC1)O)NC=1C=C(C=CC1)O 3,3',3''-((1,3,5-triazine-2,4,6-triyl)tris(azanediyl))triphenol